6-(cyclopropanecarboxamido)-4-((8-fluoro-2,5-dimethyl-4,5-dihydro-[1,2,4]triazolo[1,5-a]quinoxalin-6-yl)amino)-N-(methyl-d3)nicotinamide C1(CC1)C(=O)NC1=NC=C(C(=O)NC([2H])([2H])[2H])C(=C1)NC1=C2N(CC=3N(C2=CC(=C1)F)N=C(N3)C)C